ClC1=C(C=CC(=C1)Cl)C=1C(OC2(C1O)CCCCC2)=O 3-(2,4-dichlorophenyl)-2-oxo-1-oxaspiro[4.5]-dec-3-ene-4-ol